1,6-naphthyridine 6-oxide N1=CC=CC2=C[N+](=CC=C12)[O-]